C1(CC1)C1=CN(C=2C1=NC(=CC2)CC2=C(C=C(C=C2C)O)C)S(=O)(=O)C2=CC=C(C)C=C2 4-((3-cyclopropyl-1-p-toluenesulfonyl-1H-pyrrolo[3,2-b]pyridin-5-yl)methyl)-3,5-dimethylphenol